C(C)(C)(C)OC(NCCNC1=C2C(N(C(C2=CC=C1)=O)C1C(N(C(CC1)=O)C)=O)=O)=O (2-((2-(1-methyl-2,6-dioxopiperidin-3-yl)-1,3-dioxoisoindolin-4-yl)amino)ethyl)carbamic acid tert-butyl ester